6-chloro-5-methoxy-2-(5-methoxy-4H-1,2,4-triazol-3-yl)-3-(1H-pyrazol-4-yl)-1H-pyrrolo[3,2-b]pyridine ClC=1C=C2C(=NC1OC)C(=C(N2)C2=NN=C(N2)OC)C=2C=NNC2